C1OCC12CN(C2)CC(=O)NC=2C=C(C(=NC2)C)NC(=O)C=2C=NN1C2SC(=C1)Br N-(5-(2-(2-oxa-6-azaspiro[3.3]heptan-6-yl)acetamido)-2-methylpyridin-3-yl)-2-bromopyrazolo[5,1-b]thiazole-7-carboxamide